(Z)-3-(2,6-dimethylhepta-1,5-dienyl)phenol C/C(=C/C=1C=C(C=CC1)O)/CCC=C(C)C